C(C=C)(=O)NC=1C=C(C=CC1)B(O)O [3-(prop-2-enoylamino)phenyl]boronic acid